FC1=CC=C(C=C1)C1=C(C(=NC(=C1)C1=CC=C(C=C1)O)OC)C#N 4-(4-Fluorophenyl)-6-(4-hydroxyphenyl)-2-methoxypyridine-3-carbonitrile